FC(S(=O)(=O)[O-])(F)F.C(C)[N+]1(CC=CC=C1)CC N,N-diethyl-pyridinium trifluoromethanesulfonate